OC1=C(C=C(C=C1O)S(=O)(=O)O)S(=O)(=O)O 4,5-dihydroxy-m-benzenedisulfonic acid